(1s,3s)-3-((7-(5-methyl-1,2,4-oxadiazol-3-yl)isoquinolin-1-yl)amino)-N-(1-methyl-5-pentyl-1H-pyrazol-3-yl)cyclobutane-1-carboxamide CC1=NC(=NO1)C1=CC=C2C=CN=C(C2=C1)NC1CC(C1)C(=O)NC1=NN(C(=C1)CCCCC)C